ICCCCC=CCCCOCOCOCCCC=CCCCCI (3E)-6-iodo-3-hexenylpropyloxymethyl ether